Methyl 2-[[4-[6-[(5-chloropyrazin-2-yl)methoxy]-2-pyridyl]-2,5-difluoro-phenyl]methyl]-3-[[(2S)-oxetan-2-yl]methyl]benzimidazole-5-carboxylate ClC=1N=CC(=NC1)COC1=CC=CC(=N1)C1=CC(=C(C=C1F)CC=1N(C2=C(N1)C=CC(=C2)C(=O)OC)C[C@H]2OCC2)F